ClC1=C(C=CC(=C1F)B1OC(C(O1)(C)C)(C)C)[C@@H](C)NC(OC(C)(C)C)=O tert-butyl (R)-(1-(2-chloro-3-fluoro-4-(4,4,5,5-tetramethyl-1,3,2-dioxaborolan-2-yl)phenyl)ethyl)carbamate